C(C)(=O)N1CCC(CC1)N1C(C2=CC=C(C=C2CC1)C(=O)NC[C@@H](CN1CC2=CC=CC=C2CC1)O)=O (S)-2-(1-acetylpiperidin-4-yl)-N-(3-(3,4-dihydroisoquinolin-2(1H)-yl)-2-hydroxypropyl)-1-oxo-1,2,3,4-tetrahydroisoquinoline-6-carboxamide